C[C@]12C3=C([C@H](CC4=C1C=CC=C4)N2)C=CC=C3 (5R,10S)-5-methyl-10,11-dihydro-5H-5,10-epiminodibenzo[a,d][7]annulene